CC1=CC2=C(NC(C2)=O)C(=CC=C1)C 5,9-dimethylcycloocta[b]pyrrol-2(3H)-one